BrC=1C=C2SC=3C=CC=CC3N3C2=C(C1)SC1=C3C=CC=C1 7-bromo-[1,4]benzothiazino[2,3,4-kl]phenothiazine